(6-(4-((4-(1H-pyrazol-4-yl)phenyl)-amino)-pyrimidin-2-yl)benzo[b]-thiophen-2-yl)(3,3-difluoro-azetidin-1-yl)methanone N1N=CC(=C1)C1=CC=C(C=C1)NC1=NC(=NC=C1)C=1C=CC2=C(SC(=C2)C(=O)N2CC(C2)(F)F)C1